NC1=NC=C(C=N1)C=1C=CC=2N(N1)C(=CN2)C#C[Si](C)(C)C 6-(2-Aminopyrimidin-5-yl)-3-((trimethylsilyl)ethynyl)imidazo[1,2-b]pyridazine